bismuth monosulfide [Bi]=S